ClC=1C=CC2=C(C3=C(O2)C=CC=C3)C1 8-chlorodibenzofuran